(1R)-1-Phenylethyl 4-[6-(1-methyl-1H-pyrazol-4-yl)pyrazolo[1,5-a]pyrimidin-3-yl]piperazine-1-carboxylate CN1N=CC(=C1)C=1C=NC=2N(C1)N=CC2N2CCN(CC2)C(=O)O[C@H](C)C2=CC=CC=C2